OCP(C1=CC=CC=C1)(C1=CC=CC=C1)=O (hydroxymethyl)diphenylphosphine oxide